tert-butyl (S)-3-(4-(4-(5-(4-chloro-2-fluorophenyl)-2,3-dimethyl-4-oxo-3,4-dihydropyrido[4,3-d]pyrimidin-7-yl)morpholin-2-yl)-1H-pyrazol-1-yl)azetidine-1-carboxylate ClC1=CC(=C(C=C1)C1=NC(=CC=2N=C(N(C(C21)=O)C)C)N2C[C@@H](OCC2)C=2C=NN(C2)C2CN(C2)C(=O)OC(C)(C)C)F